1-Methyl-5-((4-methyl-2-nitro-phenyl)amino)-1H-pyrazole-4-carbaldehyde CN1N=CC(=C1NC1=C(C=C(C=C1)C)[N+](=O)[O-])C=O